N[C@@H](CC(=O)O)CC1=C(C=C(C(=C1)F)F)F (R)-3-amino-4-(2,4,5-trifluorophenyl)butyric acid